FC1(CCC(CC1)CNC1C[C@H]2CC[C@@H](C1)N2S(=O)(=O)N2[C@H]1CC(C[C@@H]2CC1)NC(=O)C1=NOC(=C1)C1COC1)F N-((1R,3R,5S)-8-(((1R,3S,5S)-3-(((4,4-difluorocyclohexyl)methyl)amino)-8-azabicyclo[3.2.1]octan-8-yl)sulfonyl)-8-azabicyclo[3.2.1]octan-3-yl)-5-(oxetan-3-yl)isoxazole-3-carboxamide